C(C1=CC=CC=C1)[C@H]1[C@H]2C[C@H]2CN1C1=CC(=CC(N1)=O)N1CCOCC1 6-((1S,2S,5R)-2-benzyl-3-azabicyclo[3.1.0]hexan-3-yl)-4-morpholinopyridin-2(1H)-one